C1CC2=CC=CC=C2C1C3=CC=CC=C3 Phenylindane